(3-(3-(tert-butyl)-1H-pyrazol-1-yl)pyridin-2-yl)methanamine C(C)(C)(C)C1=NN(C=C1)C=1C(=NC=CC1)CN